5,7,4'-trihydroxy-3-methoxyl-6-C-methyl-flavone OC1=C2C(C(=C(OC2=CC(=C1C)O)C1=CC=C(C=C1)O)OC)=O